CN1CCN(CC1)CC1=C(C=C(C=C1)NC(CC1=CC=C(OC2=CC(=NC=N2)NC(=O)C2CC2)C=C1)=O)C(F)(F)F N-(6-(4-(2-((4-((4-methylpiperazin-1-yl)methyl)-3-(trifluoromethyl)phenyl)amino)-2-oxoethyl)phenoxy)pyrimidin-4-yl)cyclopropanecarboxamide